CC(C)N1C2C3=CC=4OCOC4C=C3C1CCC2 15-(prop-2-yl)-5,7-dioxa-15-azatetracyclo[9.3.1.02,10.04,8]Pentadecane-2,4(8),9-triene